Cl.[C@H]12CNC[C@@H]2C1C1=NOC(=N1)CN1C=NC=2N=CN(C2C1=O)C 1-((3-((1R,5S,6r)-3-azabicyclo[3.1.0]hexane-6-yl)-1,2,4-oxadiazol-5-yl)methyl)-7-methyl-1,7-dihydro-6H-purin-6-one hydrochloride